1-(4-(4-(2-methoxyethoxy)phenyl)-2-methylbut-3-yn-2-yl)-3-(3-propylquinuclidin-3-yl)urea COCCOC1=CC=C(C=C1)C#CC(C)(C)NC(=O)NC1(CN2CCC1CC2)CCC